O=C1NC(CCC1N1C(C2=CC=C(C=C2C1=O)OCCCCN(C1CCC(CC1)OC1CC(C1)OC1=NC=C(C=C1)C=1C=CC=2C3=C(N(C2C1)C)C=CN=C3)C(C)C)=O)=O 2-(2,6-dioxopiperidin-3-yl)-5-(4-(isopropyl((1R,4r)-4-((1r,3R)-3-((5-(5-methyl-5H-pyrido[4,3-b]indol-7-yl)pyridin-2-yl)oxy)cyclobutoxy)cyclohexyl)amino)butoxy)isoindoline-1,3-dione